(R)-N-cyclohexyl-1-((4-hydroxy-1-(3-phenylbutyryl)piperidin-4-yl)methyl)-6-oxo-4-phenyl-1,6-dihydropyridine-3-carboxamide C1(CCCCC1)NC(=O)C1=CN(C(C=C1C1=CC=CC=C1)=O)CC1(CCN(CC1)C(C[C@@H](C)C1=CC=CC=C1)=O)O